ClC1=C(C2=C(S1)C1(CC(NCC1)C)OCC2)COC 2-chloro-3-(methoxymethyl)-2'-methyl-spiro[4,5-dihydrothieno[2,3-c]pyran-7,4'-piperidine]